N1C(=NC2=C1C=CC=C2)CCNC(O[C@H]2[C@H](NC[C@@H]2O)CC2=CC=C(C=C2)OC)=O (2R,3S,4S)-4-hydroxy-2-[(4-methoxyphenyl)methyl]pyrrolidin-3-yl N-[2-(1H-1,3-benzodiazol-2-yl)ethyl]carbamate